p-Tolyloxysulfonyl-(2,2,2-Trifluoroethoxy)Carbonylamide C1(=CC=C(C=C1)OS(=O)(=O)[N-]C(=O)OCC(F)(F)F)C